3-((4-(cyclooctyloxy)-4-oxobut-2-enoyl)oxy)propanoic acid C1(CCCCCCC1)OC(C=CC(=O)OCCC(=O)O)=O